4-amino-N,3-dimethyl-N-((1R,4S)-1-methyl-7-(trifluoromethyl)-3,4-dihydro-1H-2-benzopyran-4-yl)-3H-pyrazolo[3,4-c]quinoline-8-carboxamide NC1=NC=2C=CC(=CC2C2=C1N(N=C2)C)C(=O)N([C@@H]2CO[C@@H](C1=C2C=CC(=C1)C(F)(F)F)C)C